2-ethyl-2,3-propanediol benzoate C(C1=CC=CC=C1)(=O)O.C(C)C(C)(CO)O